FC1=C(C#N)C=CC(=C1F)OCC(=O)N1CCC2(CC1)CCC(CC2)N(C=2C1=C(N=CN2)NC=C1)C 2,3-Difluoro-4-(2-(9-(methyl(7H-pyrrolo[2,3-d]pyrimidin-4-yl)amino)-3-azaspiro[5.5]undecan-3-yl)-2-oxoethoxy)benzonitril